(3-pyridin-2-yl-1H-pyrazol-1-yl)-5-(trifluoromethyl)benzonitrile N1=C(C=CC=C1)C1=NN(C=C1)C1=C(C#N)C=C(C=C1)C(F)(F)F